[5-(4-pyridinyl)benzofuran-2-yl]boronic acid N1=CC=C(C=C1)C=1C=CC2=C(C=C(O2)B(O)O)C1